C1CCN2CCCC(C12)NC=1OC=2C(=NC(=CC2)C2=C(C=C(C=C2C)Cl)O)N1 2-[2-(1,2,3,5,6,7,8,8a-octahydroindolizin-8-ylamino)oxazolo[4,5-b]pyridin-5-yl]-5-chloro-3-methyl-phenol